C(CCCCCCC)(=O)O.OCC(O)CO.OCC(O)CO bisglycerol monocaprylate